N-[(3-exo)-8-azabicyclo[3.2.1]oct-3-yl]-6-(8-fluoro-2-methylimidazo[1,2-a]pyridin-6-yl)[1,3]thiazolo[4,5-c]pyridin-2-amine hydrochloride Cl.C12CC(CC(CC1)N2)NC=2SC1=C(C=NC(=C1)C=1C=C(C=3N(C1)C=C(N3)C)F)N2